BrC1=NN(C2=CC=C(C=C12)[N+](=O)[O-])C(C)(C)C bromo-1-tert-butyl-5-nitro-indazole